C(C(C)C)C1=CC=C(C=C1)C=1OC(C(N1)=CC1=CSC=C1)=O 2-(4-Isobutylphenyl)-4-(thiophen-3-ylmethylene)oxazol-5(4H)-one